6-Bromo-4-hydroxy-1,5-naphthyridin-2(1H)-one BrC=1N=C2C(=CC(NC2=CC1)=O)O